ClC1=C(C(=CC(=C1)C1=CN(C=2N=CN=C(C21)N[C@@H]2CC[C@H](CC2)O)S(=O)(=O)C2=CC=C(C)C=C2)Cl)O (trans)-2,6-dichloro-4-(4-((4-hydroxycyclohexyl)amino)-7-tosyl-7H-pyrrolo[2,3-d]pyrimidin-5-yl)phenol